2-(2-(2-fluoroethoxy)ethoxy)ethan-1-amine FCCOCCOCCN